C(CCCCCCCCCCCCCCCCCCCCC)S docosanthiol